5-Isopropyl-3-(2-trifluoromethoxyphenyl)isoxazol C(C)(C)C1=CC(=NO1)C1=C(C=CC=C1)OC(F)(F)F